BrC1=[N+](C=2CCCCC2C=C1)[O-] 2-bromo-5,6,7,8-tetrahydroquinoline 1-oxide